O=C1NC=C(C(N1)=O)C=1C=C(C=2N(N1)C=CN2)[C@@H]2[C@H](C2)C=2C=C(C#N)C=CC2F 3-((1S,2S)-2-(6-(2,4-dioxo-1,2,3,4-tetrahydropyrimidin-5-yl)imidazo[1,2-b]pyridazin-8-yl)cyclopropyl)-4-fluorobenzonitrile